COC1=C(CN2CCCC3=CC(=CC=C23)CN2C[C@H](CC2)OC=2C=C3CNC(C3=CC2)=O)C=CC(=C1)OC 5-(((S)-1-((1-(2,4-dimethoxybenzyl)-1,2,3,4-tetrahydroquinolin-6-yl)methyl)pyrrolidin-3-yl)oxy)-1-oxoisoindolin